(hydroxymethyl)-phosphine hydroxide [OH-].OCP